N12CCN(C(CC1)CC2)C(=O)N2N=C(C=1[C@@H]3CC[C@@H](C21)C3)C3=CC=C(C=C3)F |r| (R,R) and (S,S)-(1,4-diazabicyclo[3.2.2]nonan-4-yl)(3-(4-fluorophenyl)-4,5,6,7-tetrahydro-1H-4,7-methanoindazol-1-yl)methanone